O1CC[C@@H](CCC1)C1=NC=2C(=NC=CC2C2CCN(CC2)C(=O)C2=CC=C(C=C2)OC(F)(F)F)N1 |r| (Rac)-[4-[2-(oxepan-4-yl)-3H-imidazo[4,5-b]pyridin-7-yl]-1-piperidyl]-[4-(trifluoromethoxy)phenyl]methanone